O1C(=CC=C1)CNC(C1=C(C=CC=C1)NCC=1N=C2N(C(C1)=O)C=CC=C2)=O N-(furan-2-ylmethyl)-2-(((4-oxo-4H-pyrido[1,2-a]pyrimidin-2-yl)methyl)amino)benzamide